2-fluoro-6-((6-fluoro-2-methylpyridin-3-yl)oxy)-N-(3-((R)-N-((R)-2-hydroxypropanoyl)-S-methylsulfonimidoyl)phenyl)-3-(trifluoromethyl)benzamide FC1=C(C(=O)NC2=CC(=CC=C2)[S@@](=O)(=NC([C@@H](C)O)=O)C)C(=CC=C1C(F)(F)F)OC=1C(=NC(=CC1)F)C